N-({4-methyl-2-[6-methyl-3-(2H-1,2,3-triazol-2-yl)pyridine-2-carbonyl]-2-azabicyclo[3.1.1]hept-3-yl}methyl)-[1,3]oxazolo[4,5-b]pyridin-2-amine CC1C(N(C2CC1C2)C(=O)C2=NC(=CC=C2N2N=CC=N2)C)CNC=2OC=1C(=NC=CC1)N2